trans-4-[(3-methyl-[1,2,4]triazolo[4,3-a]pyridin-6-yl)methyl]cyclohexanecarboxylate CC1=NN=C2N1C=C(C=C2)C[C@@H]2CC[C@H](CC2)C(=O)[O-]